N=1C=NN2C1C=C(C=C2)OC2=C(C=C(C=C2)NC=2C1=C(N=CN2)C=C(C(=N1)Cl)Br)C N-(4-([1,2,4]triazolo[1,5-a]pyridin-7-yloxy)-3-methylphenyl)-7-bromo-6-chloropyrido[3,2-d]pyrimidin-4-amine